N1=CC(=CC=C1)C1=CC(=CC=C1)C1=CC(=CC(=C1)C=1C=C(C=CC1)C=1C=NC=CC1)C=1C=C(C=CC1)C=1C=NC=CC1 1,3,5-tri[(3-pyridyl)-benzene-3-yl]Benzene